6-methoxy-2-((prop-2-yn-1-yloxy)methyl)benzofuran-7-carbaldehyde COC1=C(C2=C(C=C(O2)COCC#C)C=C1)C=O